3,3'-nonamethylenebis(1,2,4-triazole) N1N=C(N=C1)CCCCCCCCCC1=NNC=N1